Cl.ClC1=C(COC2=CC=C(CN)C=C2)C=CC=C1C1=C(C=CC=C1)F 4-(2-chloro-3-o-fluorophenylbenzyloxy)benzylamine hydrochloride